(2S)-N-(3-chloro-4-methoxyphenyl)-1-[6-methyl-4-(trifluoromethyl)pyridin-2-yl]-2,3-dihydro-1H-indole-2-carboxamide ClC=1C=C(C=CC1OC)NC(=O)[C@H]1N(C2=CC=CC=C2C1)C1=NC(=CC(=C1)C(F)(F)F)C